C(C)(C)(C)OC(CCCC[C@H]1[C@H](C1)CO)=O 5-((1R,2S)-2-(hydroxymethyl)cyclopropyl)pentanoic acid tert-butyl ester